CS(=O)(=O)C1=CC=C(C=C1)NC(C)=O N-(4-(methylsulfonyl)phenyl)Acetamide